4-(9H-purin-6-yl)pyridazin-3-ol N1=CN=C2NC=NC2=C1C1=C(N=NC=C1)O